ClC=1C=C(C=CC1Cl)C1NC=2C=CC3=C(C2C=2CC(CC(C12)=O)(C)C)C=CC=C3 5-(3,4-dichlorophenyl)-2,2-dimethyl-2,3,5,6-tetrahydrobenzo[a]phenanthridin-4(1H)-one